Benzyl (S)-9-((1-(tert-butoxycarbonyl)pyrrolidin-3-yl)methyl)-3,9-diazaspiro[5.5]undecane-3-carboxylate C(C)(C)(C)OC(=O)N1C[C@@H](CC1)CN1CCC2(CCN(CC2)C(=O)OCC2=CC=CC=C2)CC1